1-(2-chlorobenzyl)piperidin ClC1=C(CN2CCCCC2)C=CC=C1